N-((4-(5-Amino-4-cyano-1-(1,3-difluoropropan-2-yl)-1H-pyrazol-3-yl)-1H-indazol-7-yl)methyl)-5-fluoro-2-methoxybenzamide NC1=C(C(=NN1C(CF)CF)C1=C2C=NNC2=C(C=C1)CNC(C1=C(C=CC(=C1)F)OC)=O)C#N